ammonium allyloxynonylphenol C(C=C)OCCCCCCCCCC1=C(C=CC=C1)O.[NH4+]